(E)-3-(dimethylamino)-1-(5-chloro-2-hydroxy-4-methylphenyl)prop-2-en-1-one CN(/C=C/C(=O)C1=C(C=C(C(=C1)Cl)C)O)C